octahydrobenzo[e]pyrido[1,2-a]azepine C1CCCN2C1=CC=C1C(C2)CCC=C1